C(#N)C1=CC(=C(C=C1)NC(=O)[C@@H]1CN([C@H](O1)C(F)(F)F)C1=CC(=C(C=C1)C#N)C(F)(F)F)C(F)(F)F (2R,5S)-N-(4-Cyano-2-(trifluoromethyl)phenyl)-3-(4-cyano-3-(trifluoromethyl)phenyl)-2-(trifluoromethyl)oxazolidin-5-carboxamid